1-methyl-3-(4-(4,4,5,5-tetramethyl-1,3,2-dioxaborolan-2-yl)phenyl)imidazolidin-2-one CN1C(N(CC1)C1=CC=C(C=C1)B1OC(C(O1)(C)C)(C)C)=O